ClC=1C2=C(C(NC1)=O)N(C(=C2)CN2C[C@H](CCC2)C)COCC[Si](C)(C)C (S)-4-chloro-2-((3-methylpiperidin-1-yl)methyl)-1-((2-(trimethylsilyl)ethoxy)methyl)-1,6-dihydro-7H-pyrrolo[2,3-c]pyridin-7-one